(4-(4-(benzyloxy)-3-isopropylbenzyl)-3,5-dimethylphenoxy)triisopropylsilane C(C1=CC=CC=C1)OC1=C(C=C(CC2=C(C=C(O[Si](C(C)C)(C(C)C)C(C)C)C=C2C)C)C=C1)C(C)C